tert-butyl 2-(trifluoromethyl)-6,7-dihydrothiazolo[4,5-c]pyridine-5(4H)-carboxylate FC(C=1SC2=C(CN(CC2)C(=O)OC(C)(C)C)N1)(F)F